CC1=C(C(=NN1)S(=O)(=O)N)C dimethyl-pyrazole-3-sulfonamide